(16R)-19-amino-13-fluoro-4,8,16-trimethyl-9-oxo-17-oxa-4,5,8,20-tetraazatetracyclo[16.3.1.0^2,6.0^10,15]docosane-1(22),2,5,10(15),11,13,18,20-octaene-3-carbonitrile NC1=C2O[C@@H](C=3C=C(C=CC3C(N(CC3=NN(C(=C3C(C=N1)=C2)C#N)C)C)=O)F)C